2-(phenanthren-2-yl)aniline C1=C(C=CC=2C3=CC=CC=C3C=CC12)C1=C(N)C=CC=C1